O(C1=CC=CC=C1)C1=CC=C(C=C1)C1=NC=C2N1C(=NC=C2)N 3-(4-phenoxyphenyl)imidazo[1,5-c]pyrimidin-5-amine